OCCNC(CCCCCCCCCCCCCCC)=O N-(2-hydroxyethyl)-Hexadecanamide